2-(4-(6,7-dimethoxy-3-((4-methoxyphenyl)sulfonyl)quinolin-4-yl)-1,4-diazepan-1-yl)ethan-1-ol COC=1C=C2C(=C(C=NC2=CC1OC)S(=O)(=O)C1=CC=C(C=C1)OC)N1CCN(CCC1)CCO